ClC=1C(=NC(=NC1)N[C@H]1CN(CCC1)C(=O)C1=CC=C(C=C1)NC(=O)/C=C/CN(C(OC(C)(C)C)=O)C)C1=CNC2=CC=CC=C12 tert-butyl N-[(2E)-3-([4-[(3R)-3-[[5-chloro-4-(1H-indol-3-yl) pyrimidin-2-yl]amino]piperidine-1-carbonyl]phenyl]carbamoyl)prop-2-en-1-yl]-N-methylcarbamate